2-((2-methylphenyl)ethynyl)aniline CC1=C(C=CC=C1)C#CC1=C(N)C=CC=C1